C(#N)C=1C=C2C(=CNC2=CC1)C1(NC2=CC=CC=C2C1=O)C1=CC=CC=C1 2-(5-cyano-1H-indol-3-yl)-2-phenyl-indol-3-one